NC1=C2C(=NC=N1)N(N=C2C2=CC=C(C=C2)CNC(C2=C(C=CC=C2)OC)=O)C2CCC(CC2)NC N-[[4-[4-amino-1-[4-(methylamino)cyclohexyl]pyrazolo[3,4-d]pyrimidin-3-yl]phenyl]methyl]-2-methoxy-benzamide